Methyl (R)-4-(3-((6-(3-(2-ethoxyphenoxy)piperidin-1-yl)pyrazin-2-yl)amino)-3-oxopropyl)-2-methylbenzoate C(C)OC1=C(O[C@H]2CN(CCC2)C2=CN=CC(=N2)NC(CCC2=CC(=C(C(=O)OC)C=C2)C)=O)C=CC=C1